CB(O)O METHYLBORONIC ACID